C(\C=C(/C)\CCC[C@H](C)CCC[C@H](C)CCCC(C)C)OCC(O)CO glyceryl phytyl ether